O=C1NC(CCC1N1C(C2=CC=CC(=C2C1=O)NCC1=CN=C(O1)C1CCC(CC1)CC1=CC=C(C=C1)F)=O)=O 2-(2,6-Dioxopiperidine-3-yl)-4-(((2-((1R,4R)-4-(4-Fluorobenzyl)cyclohexyl)oxazol-5-yl)methyl)amino)isoindoline-1,3-dione